FC1(OC(C(O1)(C(C(C(F)(F)F)(F)F)(F)F)F)(F)F)C(C(C(F)(F)F)(F)F)(F)F perfluoro(2,4-di-n-propyl-1,3-dioxolane)